2,6-dimethylocta-1,7-diene-3,6-diol CC(=C)C(CCC(C=C)(O)C)O